C(C)(C)(C)C=1C=C(C=C(C1O)C)CCC(=O)OCC(C)(C)C1OCC2(CO1)COC(OC2)C(COC(CCC2=CC(=C(C(=C2)C)O)C(C)(C)C)=O)(C)C 3,9-Bis[2-{3-(3-tert-butyl-4-hydroxy-5-methylphenyl)propionyloxy}-1,1-dimethylethyl]-2,4,8,10-tetraoxa-spiro[5.5]undecan